OXALATE C(C(=O)[O-])(=O)[O-]